NC1=NC=CC=C1C1=NC=2C(=NC=CN2)N1 2-(2-aminopyridin-3-yl)-1H-imidazo[4,5-b]pyrazin